2-(bromomethyl)-pyrazine hydrobromide Br.BrCC1=NC=CN=C1